9-((1r,4r)-4-hydroxy-4-methylcyclohexyl)-7-methyl-2-((7-methylquinoxalin-6-yl)amino)-7,9-dihydro-8H-purin-8-one OC1(CCC(CC1)N1C2=NC(=NC=C2N(C1=O)C)NC=1C=C2N=CC=NC2=CC1C)C